BrC=1C=CC=C2C(=C(N=NC12)C(=O)N[C@H]1CCOC2=CC=CC=C12)Cl 8-bromo-4-chloro-N-[(4S)-3,4-dihydro-2H-chromen-4-yl]cinnoline-3-carboxamide